6-(4-methylpiperazin-1-yl)-1-(4-(trifluoromethoxy)phenyl)-2-((triisopropylsilyl)ethynyl)-1H-benzo[d]imidazole CN1CCN(CC1)C=1C=CC2=C(N(C(=N2)C#C[Si](C(C)C)(C(C)C)C(C)C)C2=CC=C(C=C2)OC(F)(F)F)C1